6-(Cyclopropylmethoxy)-N-{3-[(3-fluoropropyloxy)methyl]pent-3-yl}-5-(3-methoxyazetidin-1-yl)pyridine-2-carboxamide C1(CC1)COC1=C(C=CC(=N1)C(=O)NC(CC)(CC)COCCCF)N1CC(C1)OC